SC(CCCCC(=O)[O-])CCS 6,8-dimercaptocaprylate